ClC1=C(C=CC(=C1)Cl)C1=C(C2=C(C=3C(=NN(C3C=C2)C2OCCCC2)F)CCC1)C1=CC=C(C=C1)N1CCC(CC1)C=O 1-[4-[7-(2,4-dichlorophenyl)-1-fluoro-3-tetrahydropyran-2-yl-9,10-dihydro-8H-cyclohepta[e]indazol-6-yl]phenyl]piperidine-4-carbaldehyde